amino-3-(4-bromophenyl)-1-(3-hydroxyindan-1-yl)pyrazole-4-carbonitrile NC1=C(C(=NN1C1CC(C2=CC=CC=C12)O)C1=CC=C(C=C1)Br)C#N